ClC[C@@H](COC1=C(C=C(C=C1)C(C)(C)C1=CC=C(C=C1)OC[C@@H](CN1N=NC(=C1)CO)O)I)O (R)-1-chloro-3-(4-(2-(4-((R)-2-hydroxy-3-(4-(hydroxymethyl)-1H-1,2,3-triazol-1-yl)propoxy)phenyl)propan-2-yl)-2-iodophenoxy)propan-2-ol